((1-cyclopropyl-3-(tetrahydro-2H-pyran-4-yl)-1H-pyrazol-4-yl)oxy)-7-(1-(2,2,2-trifluoroethyl)-1H-pyrazol-4-yl)quinoline C1(CC1)N1N=C(C(=C1)OC1=NC2=CC(=CC=C2C=C1)C=1C=NN(C1)CC(F)(F)F)C1CCOCC1